(3S)-3-({1-cyclopentyl-5-[4-fluoro-2-(trifluoromethyl)phenyl]-1H-pyrazol-3-yl}formamido)-5-(3,3-difluoropiperidin-1-yl)pentanoic acid C1(CCCC1)N1N=C(C=C1C1=C(C=C(C=C1)F)C(F)(F)F)C(=O)N[C@H](CC(=O)O)CCN1CC(CCC1)(F)F